8-oxo-N-[5-[4-(2,2,2-trifluoroethoxy)phenyl]thiazol-2-yl]-6,7-dihydro-5H-indolizine-5-carboxamide O=C1CCC(N2C=CC=C12)C(=O)NC=1SC(=CN1)C1=CC=C(C=C1)OCC(F)(F)F